4-(2-(4-Aminopiperidin-1-yl)-7-fluoro-6-(2-(trifluoromethyl)phenyl)quinazolin-4-yl)-2-fluorobenzonitrile NC1CCN(CC1)C1=NC2=CC(=C(C=C2C(=N1)C1=CC(=C(C#N)C=C1)F)C1=C(C=CC=C1)C(F)(F)F)F